3-[4-[3-(2,6-dimethyl-4-pyridyl)-5-methyl-1H-pyrazol-4-yl]phenyl]benzenesulfonamide CC1=NC(=CC(=C1)C1=NNC(=C1C1=CC=C(C=C1)C=1C=C(C=CC1)S(=O)(=O)N)C)C